C(C)(C)N(P(OCCSSCCOC(C1=CC=CC=C1)(C1=CC=C(C=C1)OC)C1=CC=C(C=C1)OC)OCCC#N)C(C)C 2-((2-(bis(4-methoxyphenyl)(phenyl)methoxy)ethyl)disulfaneyl)ethyl (2-cyanoethyl) diisopropylphosphoramidite